FC1=CC=C(C=C1)C=1N=CN(C1C=1C=NC=CC1)CC(=O)N1CCNCC1 2-[4-(4-fluorophenyl)-5-(pyridin-3-yl)-1H-imidazol-1-yl]Acetyl-piperazine